6-(2-amino-5-(4-(1-ethylpiperidin-2-yl)phenyl)-6-fluoropyridin-3-yl)-3,4-dihydroisoquinolin-1(2H)-one NC1=NC(=C(C=C1C=1C=C2CCNC(C2=CC1)=O)C1=CC=C(C=C1)C1N(CCCC1)CC)F